C(C1=CC=CC=C1)N1C[C@H](N(C[C@@H]1CN1[C@@H](COCC1)CO[Si](C)(C)C(C)(C)C)C(=O)OC(C)(C)C)C tert-butyl (2R,5S)-4-benzyl-5-(((S)-3-(((tert-butyldimethylsilyl)oxy)methyl)morpholino)methyl)-2-methylpiperazine-1-carboxylate